(3-fluoro-phenyl)-N'-isopropyl-6-(2-methyl-oxazol-4-yl)-[1,3,5]triazine-2,4-diamine FC=1C=C(C=CC1)NC1=NC(=NC(=N1)NC(C)C)C=1N=C(OC1)C